C(C)N1C2=C(N(CC[C@@H](C1=O)NC1=C(C#N)C(=CC(=N1)C)C(F)(F)F)CC=O)C(=CC=C2)F (S)-2-((1-ethyl-7-fluoro-2-oxo-6-(2-oxoethyl)-1,2,3,4,5,6-hexahydrobenzo[b][1,4]diazocin-3-yl)amino)-6-methyl-4-(trifluoromethyl)nicotinonitrile